(benzo[b]thiophen-2-yl)methanone hydrochloride salt Cl.S1C2=C(C=C1C=O)C=CC=C2